6-[4-[3-[4-(5-Hydroxypyridin-3-yl)pyrazol-1-yl]-5-(trifluoromethyl)benzoyl]piperazin-1-yl]-N-[4-(2-phenylsulfanylethylamino)-3-(trifluoromethyl)phenyl]sulfonylpyridazine-3-carboxamide OC=1C=C(C=NC1)C=1C=NN(C1)C=1C=C(C(=O)N2CCN(CC2)C2=CC=C(N=N2)C(=O)NS(=O)(=O)C2=CC(=C(C=C2)NCCSC2=CC=CC=C2)C(F)(F)F)C=C(C1)C(F)(F)F